zirconium (IV) n-pentanol C(CCCC)O.[Zr+4]